1,1-dioxo-1,3-benzodithiolane O=S1(CSC2=C1C=CC=C2)=O